N-(3-chloro-5-methylbenzyl)-2-(imidazo[1,5-a]pyridin-3-yl)-ethan-1-amine ClC=1C=C(CNCCC2=NC=C3N2C=CC=C3)C=C(C1)C